FC=1C(=C(C=C(C1)CC(C)C)N1CCN(CC1)CC1=NC2=CC=CC=C2C(N1)=O)C=1N=NNN1 2-[[4-[3-fluoro-5-isobutyl-2-(2H-tetrazol-5-yl)phenyl]piperazin-1-yl]methyl]-3H-quinazolin-4-one